C(C)(C)N(C(=O)C1=C(OC=2C(=NC=NC2)N2CC3(C2)CCN(CC3)CC3CCC(CC3)NC([O-])=O)C=CC(=C1)F)C(C)C ((1r,4r)-4-((2-(5-(2-(Diisopropylcarbamoyl)-4-fluorophenoxy)pyrimidin-4-yl)-2,7-Diazaspiro[3.5]nonan-7-yl)methyl)cyclohexyl)carbamate